FC1=C(C=C2C(=C(N(C2=C1)C1=CC(=C(C=C1)F)C)C(C)C)/C=C/C(=O)O)O (E)-3-[6-fluoro-1-(4-fluoro-3-methyl-phenyl)-5-hydroxy-2-isopropyl-indol-3-yl]Prop-2-enoic acid